C(C)N1C=C(C(C2=CC(=C(C=C12)N1CCNCC1)F)=O)C(C=CC1=CC=C(C=C1)Br)=O 1-ethyl-6-fluoro-7-piperazin-1-yl-3-(4-bromocinnamoyl)-quinolin-4(1H)-one